C(CCC)OC=1N=C(C2=C(N1)C(=CN2)CC2=CC=C(C=C2)CN(CCC)CCC)N 2-butoxy-7-(4-((dipropylamino)methyl)benzyl)-5H-pyrrolo[3,2-d]pyrimidin-4-amine